tert-butyl 2-((4-(4-bromo-6-chloro-1-(tetrahydro-2H-pyran-2-yl)-1H-indazol-5-yl)-2-oxobutyl)carbamoyl)-2-((tert-butyldimethylsilyl)oxy)-6-azaspiro[3.5]nonane-6-carboxylate BrC1=C2C=NN(C2=CC(=C1CCC(CNC(=O)C1(CC2(C1)CN(CCC2)C(=O)OC(C)(C)C)O[Si](C)(C)C(C)(C)C)=O)Cl)C2OCCCC2